[Zn].C(CNC(S)=S)NC(S)=S.[Zn] zinc ethane-1,2-diylbis(dithiocarbamic acid) zinc